2'-deoxy-5-methyluridine-3'-phosphorodithioate P(O)(=S)(S)O[C@H]1C[C@@H](O[C@@H]1CO)N1C(=O)NC(=O)C(=C1)C